ClC=1C(=NC(=NC1)NC1CCOCC1)C1=CC=C2CN(C(C2=C1)=O)CC(=O)N[C@H]([C@H](C)O)C1=NC=CC=C1 2-(6-{5-chloro-2-[(oxan-4-yl)amino]pyrimidin-4-yl}-1-oxo-2,3-dihydro-1H-isoindol-2-yl)-N-[(1S,2S)-2-hydroxy-1-(pyridin-2-yl)propyl]acetamide